CC1=NC(=CC(=C1)C=1NC2=CC=C(C=C2C1C(C)C)C1OCCN(C1)CC(=O)N(C)C)C 2-(2-(2-(2,6-Dimethylpyridin-4-yl)-3-isopropyl-1H-indol-5-yl)morpholino)-N,N-dimethylacetamid